C1(CCC1)OC=1C=CC=2C(N1)=NN(C2)C21COC(C2)(C1)C 6-Cyclobutoxy-2-(1-methyl-2-oxabicyclo[2.1.1]hex-4-yl)-2H-pyrazolo[3,4-b]pyridine